trans-1-(6-((3-cyclopropylphenyl)amino)pyrimidin-4-yl)-4-(3,4-Dihydroisoquinolin-2(1H)-yl)piperidin-3-ol C1(CC1)C=1C=C(C=CC1)NC1=CC(=NC=N1)N1C[C@H]([C@@H](CC1)N1CC2=CC=CC=C2CC1)O